2-(1-methyl-1H-benzo[d]imidazol-2-yl)acetonitrile CN1C(=NC2=C1C=CC=C2)CC#N